FC1(CCN(CC1)C(=O)C=1C=CC2=C(N(N=C2C1)C)C=1C=C2C=CNC(C2=CC1)=O)F 6-(6-(4,4-difluoropiperidine-1-carbonyl)-2-methyl-2H-indazol-3-yl)isoquinolin-1(2H)-one